2-[3-(5-{(R)-Hydroxy-(3-methyl-azetidin-3-yl)-[4-(1,2,2,2-tetrafluoro-1-trifluoromethyl-ethyl)-phenyl]-methyl}-pyridin-3-yl)-[1,2,4]oxadiazol-5-yl]-propan-2-ol, hydrochloride salt Cl.O[C@](C=1C=C(C=NC1)C1=NOC(=N1)C(C)(C)O)(C1=CC=C(C=C1)C(C(F)(F)F)(C(F)(F)F)F)C1(CNC1)C